tert-butyl (3-(2-(methoxyimino)propionyl)-3-azabicyclo[3.1.1]hept-6-yl)carbamate CON=C(C(=O)N1CC2C(C(C1)C2)NC(OC(C)(C)C)=O)C